C(C)OC(CC(C1=CC2=C(N(N=N2)C)C(=C1)OC)C1=C2CCN(CC2=CC=C1)C(C1=C(C=C(C=C1)OC(C)C)Cl)=O)=O (l)-3-[2-(2-chloro-4-isopropoxybenzoyl)-1,2,3,4-tetrahydroisoquinolin-5-yl]-3-(7-methoxy-1-methyl-1H-benzo[d][1,2,3]triazol-5-yl)propionic acid ethyl ester